N-[1-[5-Chloro-2-[4-(methylsulfonimidoyl)anilino]-pyrimidin-4-yl]indol-5-yl]prop-2-enamide ClC=1C(=NC(=NC1)NC1=CC=C(C=C1)S(=O)(=N)C)N1C=CC2=CC(=CC=C12)NC(C=C)=O